C(C)NC(CCC\C=C/C[C@@H]1[C@H]([C@@H](C[C@@H]1O)O)/C=C/[C@H](CCC1=CC=CC=C1)OC(C(CCCC)O[N+](=O)[O-])=O)=O (nitroxy)-hexanoic acid (1S,2E)-3-[(1R,2R,3S,5R)-2-[(2Z)-7-(ethylamino)-7-oxo-2-hepten-1-yl]-3,5-dihydroxycyclopentyl]-1-(2-phenylethyl)-2-propen-1-yl ester